C(C1=CC[C@H](CC1)C(=O)O)([2H])([2H])[2H] (S)-4-(methyl-d3)cyclohex-3-ene-1-carboxylic acid